tert-butyl (2-cyclobutyl-3-fluoropyridin-4-yl)carbamate C1(CCC1)C1=NC=CC(=C1F)NC(OC(C)(C)C)=O